FC([C@@H]1CC[C@H](CC1)O)(F)F trans-4-(trifluoromethyl)cyclohexanol